NC1=NC=2C=CC(=CC2C2=C1C=NN2C)C(=O)N([C@@H]2COC1=C2C=CC(=C1)S(F)(F)(F)(F)F)C 4-amino-N,1-dimethyl-N-((3S)-6-(pentafluoro-lambda~6~-sulfanyl)-2,3-dihydro-1-benzofuran-3-yl)-1H-pyrazolo[4,3-c]quinoline-8-carboxamide